C(C)(=O)OC(CCCCCCC\C=C/C[C@H](O)CCCCCC)=O acetyl-ricinoleate